ClC1=C(C=C(C=C1)S(=O)(=O)NC=1C=NC(=CC1)OC)[N+](=O)[O-] 4-chloro-N-(6-methoxypyridin-3-yl)-3-nitrobenzenesulfonamide